ClC=1C=C(C(=NC1C#N)N1CCN(CC1)C(=O)OC(C)(C)C)C(=O)OC tert-Butyl 4-[5-chloro-6-cyano-3-(methoxycarbonyl)pyridin-2-yl]piperazine-1-carboxylate